3-(5-(difluoromethyl)-1,3,4-thiadiazol-2-yl)-8-(4-(1-methoxycyclopropane-1-carbonyl)piperazin-1-yl)-N-(1-methylcyclopropyl)imidazo[1,5-a]pyridine-6-sulfonamide FC(C1=NN=C(S1)C1=NC=C2N1C=C(C=C2N2CCN(CC2)C(=O)C2(CC2)OC)S(=O)(=O)NC2(CC2)C)F